1-isopropyl-5-(4-methoxybenzyl)-9-(1-methylpiperidin-4-yl)-1,5,9,10-tetrahydro-1,2,4,5,8,9-hexaazabenzo[cd]cyclopenta[h]azulene C(C)(C)N1N=C2C3=C(C=CC=4C(=C13)CN(N4)C4CCN(CC4)C)N(N=C2)CC2=CC=C(C=C2)OC